OC1=CC=C(C=C1)C(C)(C)C1=C(C=C(C(=C1)C(C)(C1=CC=C(C=C1)O)C)O)O 4,6-bis[1-(4-hydroxyphenyl)-1-methylethyl]-1,3-dihydroxybenzene